(1-(3-(trifluoromethyl)benzyl)-1H-indol-6-yl)acrylamide FC(C=1C=C(CN2C=CC3=CC=C(C=C23)C(C(=O)N)=C)C=CC1)(F)F